N1(CCC1)C(=O)N1[C@H]([C@H](CC1)NS(=O)(=O)C)CC1=CC=C(C=C1)OC1=CC=CC=C1 N-{cis-1-(azetidine-1-carbonyl)-2-[(4-phenoxyphenyl)methyl]pyrrolidin-3-yl}methanesulfonamide